tert-Butyl 4-(3'-(N,N-bis(4-methoxybenzyl)sulfamoyl)-2'-(1-(4-methoxybenzyl)-1H-tetrazol-5-yl)-4'-(methylthio)-[1,1'-biphenyl]-4-yl)piperidine-1-carboxylate COC1=CC=C(CN(S(=O)(=O)C=2C(=C(C=CC2SC)C2=CC=C(C=C2)C2CCN(CC2)C(=O)OC(C)(C)C)C2=NN=NN2CC2=CC=C(C=C2)OC)CC2=CC=C(C=C2)OC)C=C1